5-(4-cyanophenyl)-3-(2,4-difluorophenyl)-2-methylpyrazolo[1,5-a]pyrimidin-7-ol sodium [Na].C(#N)C1=CC=C(C=C1)C1=NC=2N(C(=C1)O)N=C(C2C2=C(C=C(C=C2)F)F)C